NC1=C(C(=NN1C)C)C#N 5-amino-1,3-dimethyl-1H-pyrazole-4-carbonitrile